C(#N)C1=NC(=NC(=C1)C)N1CCN(CC1)S(=O)(=O)C1=CC=C(C=C1)NC(=O)C=1C(=NC=CC1)CC(=O)OCC ethyl 2-(3-((4-((4-(4-cyano-6-methylpyrimidin-2-yl)piperazin-1-yl)sulfonyl)phenyl)carbamoyl)pyridin-2-yl)acetate